C(CCC)C1=CC=C(C=C1)C1=NC=2N(C=C1)C1=C(N2)C=CC=C1 2-(4-butylphenyl)benzo[4,5]imidazo[1,2-a]pyrimidine